C1(CC1)C=1C=CC(=NC1)NC1=NC=C(C(=O)NOCC)C(=C1)NC1=C(C=C(C=C1)OC)N(S(=O)(=O)C)C 6-((5-cyclopropyl-pyridin-2-yl)amino)-N-ethoxy-4-((4-methoxy-2-(N-methyl-methanesulfonamido)phenyl)-amino)nicotinamide